Cl.Cl.N1CC(C1)N azetidin-3-amine dihydrochloride